1-(3-aminopropyl)imidazolium butanoate C(CCC)(=O)[O-].NCCCN1C=[NH+]C=C1